ClC1=NC=CC(=N1)N1C(N(C2=C1C=CC(=C2)F)C)=O 1-(2-chloropyrimidin-4-yl)-5-fluoro-3-methyl-1H-benzo[d]imidazol-2(3H)-one